[Os+4].CO[N+]1=CC=CC=C1 methoxypyridinium osmium